(1,3,4-oxadiazol-2-yl)methylamine hydrobromide Br.O1C(=NN=C1)CN